4-((7S)-8-((7-methyl-5-(prop-2-yn-1-yl)-1H-indol-4-yl)methyl)-1-oxa-8-azaspiro[4.5]decan-7-yl)benzoic acid CC=1C=C(C(=C2C=CNC12)CN1[C@@H](CC2(CCCO2)CC1)C1=CC=C(C(=O)O)C=C1)CC#C